2,2',2'',2'''-[(2R)-2-(4-(2-[2-(2-methoxyethoxy)ethoxy]ethoxy)benzyl)-1,4,7,10-tetraazacyclododecane-1,4,7,10-tetrayl]tetraacetic acid COCCOCCOCCOC1=CC=C(C[C@H]2N(CCN(CCN(CCN(C2)CC(=O)O)CC(=O)O)CC(=O)O)CC(=O)O)C=C1